3-Ethyl-1-(imidazo[1,2-a]pyrazin-3-ylmethyl)-N-(3-(4-methyl-1H-imidazol-1-yl)-5-(trifluoromethyl)phenyl)indoline-6-carboxamide C(C)C1CN(C2=CC(=CC=C12)C(=O)NC1=CC(=CC(=C1)C(F)(F)F)N1C=NC(=C1)C)CC1=CN=C2N1C=CN=C2